FC=1C=C(OC=2C=CC=C(C(=O)O)C2)C=C(C1)F 5-(3,5-difluoro-phenoxy)benzoic acid